FC=1C=C(C=CC1)NC(C#C)=O N-(3-fluorophenyl)prop-2-ynamide